(S)-6-(4-(1-((2-ethyl-1-oxo-2,3-dihydro-1H-pyrrolo[3,4-c]pyridin-4-yl)amino)ethyl)-2,5-difluorophenyl)-4-(2-fluoroprop-2-yl)nicotinonitrile C(C)N1CC=2C(=NC=CC2C1=O)N[C@@H](C)C1=CC(=C(C=C1F)C1=NC=C(C#N)C(=C1)C(C)(C)F)F